4-(1-(4-methyl-3-((5-(pyridin-3-yl)-1,3,4-oxadiazol-2-yl)amino)benzoyl)piperidin-4-yl)benzonitrile CC1=C(C=C(C(=O)N2CCC(CC2)C2=CC=C(C#N)C=C2)C=C1)NC=1OC(=NN1)C=1C=NC=CC1